ethyl 2-[3-[(Z)-1-acetyl-2-hydroxy-prop-1-enyl] pyrazolo[1,5-a]pyridin-5-yl]-4-methoxy-thiazole-5-carboxylate C(C)(=O)\C(=C(\C)/O)\C=1C=NN2C1C=C(C=C2)C=2SC(=C(N2)OC)C(=O)OCC